OC=1C=C(C=CC1)C1=NN=NC2=C1NN=N2 m-hydroxyphenyltriazolo-triazine